3-bromo-N-methyl-imidazo[1,2-a]pyridin-6-amine BrC1=CN=C2N1C=C(C=C2)NC